CC1=CC=CC=C1C1=CC=CC=C1C 6,6'-dimethyl-1,1'-biphenyl